C(=O)O.ClC=1C=C2CCCN(C2=C(C1)C1=C2C(=NC=C1)C=C(S2)CN2C(N(C=CC2=O)CC(F)(F)F)=O)[C@H]2CNCC2 (R)-3-((7-(6-chloro-1-(pyrrolidin-3-yl)-1,2,3,4-tetrahydroquinolin-8-yl)thieno[3,2-b]pyridin-2-yl)methyl)-1-(2,2,2-trifluoroethyl)pyrimidine-2,4(1H,3H)-dione, formic acid salt